butyl (R)-3-(hydroxymethyl)piperidine-1-carboxylate OC[C@H]1CN(CCC1)C(=O)OCCCC